(S)-N-(2-((((9H-fluoren-9-yl)methoxy)carbonyl)amino)-5-(tert-butoxy)-5-oxopentyl)-N-(methylsulfonyl)glycine C1=CC=CC=2C3=CC=CC=C3C(C12)COC(=O)N[C@H](CN(CC(=O)O)S(=O)(=O)C)CCC(=O)OC(C)(C)C